tetraphenyl (propane-2,2-diylbis(4,1-phenylene)) bis(phosphate) P(=O)(OC1=CC=CC=C1)(OC1=CC=CC=C1)OC1=CC=C(C=C1)C(C)(C)C1=CC=C(C=C1)OP(=O)(OC1=CC=CC=C1)OC1=CC=CC=C1